(R)-N-(4-([1,2,4]triazolo[1,5-a]pyridin-7-yloxy)-2-fluorophenyl)-6a,7,9,10-tetrahydro-6H-[1,4]oxazino[4',3':4,5][1,4]oxazino[2,3-f]quinazolin-4-amine N=1C=NN2C1C=C(C=C2)OC2=CC(=C(C=C2)NC2=NC=NC1=CC=C3C(=C21)OC[C@@H]2N3CCOC2)F